7-(3-cyclopropyl-1-hydroxy-3,4-dihydro-2,1-benzoxaborinin-7-yl)cinnolin-4-amine C1(CC1)C1OB(C2=C(C1)C=CC(=C2)C2=CC=C1C(=CN=NC1=C2)N)O